1-[(2-{3-Azabicyclo[3.1.0]hex-3-yl}-4-[(1E)-2-phenylvinyl]pyrimidin-5-yl)methyl]-1H-pyrazole-4-carboxylic acid ethyl ester C(C)OC(=O)C=1C=NN(C1)CC=1C(=NC(=NC1)N1CC2CC2C1)\C=C\C1=CC=CC=C1